di(2-hydroxyethyl) disulfide OCCSSCCO